methyl 3-(1-(1-(benzofuran-2-ylmethyl)-1H-indole-7-carboxamido)ethyl)bicyclo[1.1.1]pentane-1-carboxylate O1C(=CC2=C1C=CC=C2)CN2C=CC1=CC=CC(=C21)C(=O)NC(C)C21CC(C2)(C1)C(=O)OC